BrC=1C=NC(=C(C#N)C1)N1CC2(CC2)C1 5-bromo-2-(5-azaspiro[2.3]-hexane-5-yl)nicotinonitrile